ClC1=CC=C(C=C1)N1NC2=CC=CC=C2C1=O 2-(4-chlorophenyl)-indazol-3-one